tert-butyl 2-(6-acetamido-4-((2-(1,1-difluoroethyl)-6-methylpyrimidin-4-yl)amino)pyridin-3-yl)-6,7-dihydrothiazolo[5,4-c]pyridine-5(4H)-carboxylate C(C)(=O)NC1=CC(=C(C=N1)C=1SC=2CN(CCC2N1)C(=O)OC(C)(C)C)NC1=NC(=NC(=C1)C)C(C)(F)F